4-formyl-N,N,2-trimethyl-5-nitro-benzenesulfonamide C(=O)C1=CC(=C(C=C1[N+](=O)[O-])S(=O)(=O)N(C)C)C